[4-[2-(trifluoromethyl)phenyl]sulfonylmorpholin-2-yl]benzothiophene FC(C1=C(C=CC=C1)S(=O)(=O)N1CC(OCC1)C=1SC2=C(C1)C=CC=C2)(F)F